CC1=C(C=CC(=C1)C)C1CC(C1)NC 3-(2,4-dimethylphenyl)-N-methylcyclobutan-1-amine